C(C)(C)(C)OC(=O)N1[C@H](C[C@](CC1)(C(=O)O)F)C (2S,4R)-1-tert-butoxycarbonyl-4-fluoro-2-methyl-piperidine-4-carboxylic acid